C(C)(C)(C)OC(=O)N1CC2(CCCC2)C(CC1)(O)CN1C(C=C(C(=C1)C(N(C)C)=O)Cl)=O 10-((4-chloro-5-(dimethylcarbamoyl)-2-oxopyridin-1(2H)-yl)methyl)-10-hydroxy-7-azaspiro[4.5]Decane-7-carboxylic acid tert-butyl ester